diisopropyltin Bisbenzylmalate C(C1=CC=CC=C1)OC(C(O)CC(=O)OCC1=CC=CC=C1)=O.C(C)(C)[Sn]C(C)C